3-(quinolin-5-yloxy)propan N1=CC=CC2=C(C=CC=C12)OCCC